C(C)(=O)OC1=CC=C(C=CC2=CC(O)=CC(O)=C2)C=C1 4'-O-acetyl-resveratrol